(11S)-6-(2,6-dimethylphenyl)-11-isobutyl-2,2-dioxo-12-spiro[2.3]hexan-5-yl-2λ6-thia-3,5,12-triazatricyclo[12.3.1.14,8]nonadeca-1(18),4(19),5,7,14,16-hexaen-13-one CC1=C(C(=CC=C1)C)C1=NC=2NS(C=3C=CC=C(C(N([C@@H](CCC(=C1)C2)CC(C)C)C2CC1(CC1)C2)=O)C3)(=O)=O